ClC1=CC=C(C=C1)C=1C=C2C(=C(C(N(C2=NC1)CCN1CCOCC1)=O)C(=O)OCC)O ethyl 6-(4-chlorophenyl)-4-hydroxy-1-(2-morpholinoethyl)-2-oxo-1,8-naphthyridine-3-carboxylate